COC1=CC=C(C=C1)CN1C(N(C2=C1C=CC(=C2)S(=O)(=O)NC2(CC2)C)C=2SC(=NN2)C)=O 1-[(4-methoxyphenyl)methyl]-N-(1-methylcyclopropyl)-3-(5-methyl-1,3,4-thiadiazol-2-yl)-2-oxo-benzimidazole-5-sulfonamide